CC1=CC=C(C2=C(C=CC=C12)C)CC1=CC=C(C=C1)S(=O)(=O)N 4-(4',8'-dimethylnaphthylmethyl)benzenesulfonamide